3-(difluoromethyl)-9-methyl-3,4,7,15-tetraazatricyclo[12.3.1.02,6]Octadec-1(18),2(6),4,14,16-pentaen-8-one FC(N1C=2C=3C=CN=C(CCCCC(C(NC2C=N1)=O)C)C3)F